(1S,2S)-N-(7-chloro-6-(trans-4-(3,3-difluoroazetidin-1-yl)cyclohexyl)isoquinolin-3-yl)-2-(pyridin-2-yl)cyclopropane-1-carboxamide ClC1=C(C=C2C=C(N=CC2=C1)NC(=O)[C@@H]1[C@H](C1)C1=NC=CC=C1)[C@@H]1CC[C@H](CC1)N1CC(C1)(F)F